Cbz-L-Prolin C(=O)(OCC1=CC=CC=C1)N1[C@@H](CCC1)C(=O)O